C(C1=CC=CC=C1)(=O)OCC(=O)NC1=CC(=C(C=C1)NS(=O)(=O)C)OC1=CC=CC=C1 2-benzoyloxy-N-(4-methanesulfonylamino-3-phenoxyphenyl)-acetamide